1-(3-(6-chloro-7-fluoro-5-methoxy-1-methyl-3-(1H-pyrazol-4-yl)-1H-indol-2-yl)-1H-1,2,4-triazol-5-yl)-2-methoxyethan-1-ol ClC1=C(C=C2C(=C(N(C2=C1F)C)C1=NNC(=N1)C(COC)O)C=1C=NNC1)OC